2-(6-{5-chloro-2-[(oxan-4-yl)amino]pyrimidin-4-yl}-1-oxo-2,3-dihydro-1H-isoindol-2-yl)-N-{[4-(ethoxymethyl)phenyl]methyl}acetamide ClC=1C(=NC(=NC1)NC1CCOCC1)C1=CC=C2CN(C(C2=C1)=O)CC(=O)NCC1=CC=C(C=C1)COCC